2-(4-hydroxy-3-methoxyphenyl)-5-(3-hydroxy-propyl)-7-methoxy-3-benzofurancarboxaldehyde OC1=C(C=C(C=C1)C=1OC2=C(C1C=O)C=C(C=C2OC)CCCO)OC